C(C1=CC=CC=C1)SC1=CC(=C2C=NN(C2=C1)C=1SC(=NN1)C(F)F)Cl 6-(benzylsulfanyl)-4-chloro-1-[5-(difluoromethyl)-1,3,4-thiadiazol-2-yl]indazole